FC(OC1=C(OCCN(C2CCOCC2)C)C=CC=C1)(F)F 4-[2-(2-Trifluoromethoxyphenoxy)ethyl-methyl-amino]tetrahydropyran